ClC1=NC=2OC[C@@H]3CC[C@H](CN3C3=NC(=NC(=C1F)C32)SC)C#N (4R,7S)-12-chloro-13-fluoro-16-methylsulfanyl-9-oxa-2,11,15,17-tetrazatetracyclo[8.7.1.02,7.014,18]octadeca-1(17),10(18),11,13,15-pentaene-4-carbonitrile